bromospiro[fluorene-9,8'-indolo[3,2,1-de]acridine] BrC1=CC=CC2=C1N1C3=C2C=CC=C3C3(C=2C=CC=CC12)C1=CC=CC=C1C=1C=CC=CC13